1-(2-aminoacetamido)-N-(6-(trifluoromethoxy)benzo[d]thiazol-2-yl)cyclobutane-1-carboxamide NCC(=O)NC1(CCC1)C(=O)NC=1SC2=C(N1)C=CC(=C2)OC(F)(F)F